BorsiLetal B1=[Si](C=C1)C=O